potassium (tert-butoxycarbonylamino)methyl-trifluoro-boranide C(C)(C)(C)OC(=O)NC[B-](F)(F)F.[K+]